3-((2-fluoro-6-(trifluoromethyl)benzyl)oxy)aniline FC1=C(COC=2C=C(N)C=CC2)C(=CC=C1)C(F)(F)F